BrC1=CC=NN(C1=O)COCC[Si](C)(C)C 5-bromo-6-oxo-1-((2-(trimethylsilyl)ethoxy)methyl)-1,6-dihydropyridazin